(S)-N-(5-Fluoropyrimidin-2-yl)-6-methyl-7,8-dihydro-6H-cyclopenta[e][1,2,4]triazolo[4,3-a]pyridine-4-carboxamide FC=1C=NC(=NC1)NC(=O)C=1C=2N(C3=C(C1)[C@H](CC3)C)C=NN2